2-(bromomethyl)cyclohex-2-en-1-one BrCC=1C(CCCC1)=O